mercaptoimidazolepropanesulfonic acid sodium salt [Na+].SC=1N=C(NC1)CCCS(=O)(=O)[O-]